FC1C=CC=CC1(I)F 3,4-difluoro-4-iodobenzene